FC1=CC2=CC=CC=C2C=C1F 2,3-difluoronaphthalene